FC(C(=O)O)(F)F.O1C(C=NC=C1)C(=O)N [1,4]Oxazine-2-carboxamide 2,2,2-trifluoroacetate